ClC=1C(=C(SC1C1=CC(=CC=C1)NC1CC(N(CC1)S(=O)(=O)CC1=CC(=CC=C1)[N+](=O)[O-])(C)C)C(=O)OC(C)(C)C)OCC(=O)OCC tert-butyl 4-chloro-5-[3-[[2,2-dimethyl-1-[(3-nitrophenyl)methylsulfonyl]-4-piperidyl]amino]phenyl]-3-(2-ethoxy-2-oxo-ethoxy)thiophene-2-carboxylate